BrC1=CC2=C(N(N=C2C=C1Cl)[C@H]1C=C(C(=O)O)O[C@H]([C@@H]1NC(CC)=O)[C@H](O)[C@H](O)CO)C#N 2,6-Anhydro-4-(5-bromo-6-chloro-3-cyano-2H-indazol-2-yl)-3,4,5-trideoxy-5-propionamido-D-glycero-D-galacto-non-2-enonic acid